6-(4-((2R,5R)-4-acryloyl-5-(hydroxymethyl)-1-(methylsulfonyl)piperazin-2-yl)-6-chloropyridin-2-yl)-N-methylpyrimidine-4-carboxamide C(C=C)(=O)N1C[C@H](N(C[C@@H]1CO)S(=O)(=O)C)C1=CC(=NC(=C1)Cl)C1=CC(=NC=N1)C(=O)NC